bis-[4-(2-naphthyl) phenyl]-carbonate C1=C(C=CC2=CC=CC=C12)C1=CC=C(C=C1)OC(OC1=CC=C(C=C1)C1=CC2=CC=CC=C2C=C1)=O